2-(1-(3-chloropyridineformyl)pyrrolidin-3-yl)-5-(2-isopropylphenoxy)benzoic acid ClC=1C(=NC=CC1)C(=O)N1CC(CC1)C1=C(C(=O)O)C=C(C=C1)OC1=C(C=CC=C1)C(C)C